C[C@@H]1N(CCN(C1)S(=O)(=O)C)C1=CC(=NC=C1)NC=1SC2=NC(=CC=C2N1)C1=CC=NC=C1 (S)-N-(4-(2-methyl-4-(methylsulfonyl)piperazin-1-yl)pyridin-2-yl)-5-(pyridin-4-yl)thiazolo[5,4-b]pyridin-2-amine